bis-triisopentylsilylchromate C(CC(C)C)[Si](CCC(C)C)(CCC(C)C)O[Cr](=O)(=O)O[Si](CCC(C)C)(CCC(C)C)CCC(C)C